cyano-1H-pyrazole-5-carboxylic acid methyl ester COC(=O)C1=CC=NN1C#N